OC[C@@H]1OC(N2[C@H]1COC1=C2C=CC(=C1)S(=O)(=O)N1CCNCC1)=O cis-3-(Hydroxymethyl)-7-piperazin-1-ylsulfonyl-3a,4-dihydro-3H-oxazolo[4,3-c][1,4]benzoxazin-1-one